C(C)(=O)NC=1C=C(C(=C(C1)/C=C/CC(=O)O)C)F (E)-4-(5-acetamido-3-fluoro-2-methyl-phenyl)but-3-enoic acid